C(C)(C)(C)C1=CC(=C(C=C1Cl)C1=CC(C(=C(N1)C)[C@H]1CNC(O1)=O)=O)C |o1:18| rel-(S)-5-(6-(4-(tert-butyl)-5-chloro-2-methylphenyl)-2-methyl-4-oxo-1,4-dihydropyridin-3-yl)oxazolidin-2-one